FC=1C=C2/C(/C(NC2=CC1)=O)=C/C1=C(C(=CN1)C(=O)NCCNC([C@H](C)N(C(OC(C)(C)C)=O)C)=O)C tert-butyl N-[(1S)-2-[2-[[5-[(Z)-(5-fluoro-2-oxo-indolin-3-ylidene)methyl]-4-methyl-1H-pyrrole-3-carbonyl]amino]ethylamino]-1-methyl-2-oxo-ethyl]-N-methyl-carbamate